14-hydroxycodeine O[C@@]12C=C[C@@H]([C@H]3[C@]14C=1C(=C(C=CC1C[C@H]2N(C)CC4)OC)O3)O